1-(4'-ethoxy-3-methyl-[1,1'-biphenyl]-4-yl)ethan-1-one C(C)OC1=CC=C(C=C1)C1=CC(=C(C=C1)C(C)=O)C